1,5-bis(phenylthio)-9,10-anthraquinone C1(=CC=CC=C1)SC1=CC=CC=2C(C3=C(C=CC=C3C(C12)=O)SC1=CC=CC=C1)=O